2,3,3,5,5,6-hexamethylhepta-1,6-dien CC(=C)C(CC(C(=C)C)(C)C)(C)C